BrC1CCC=2C1=C(C=C1C(C(=C(N(C21)CC)CN2C(C1=C(C=C2)[C@@](C(OC1)=O)(O)CC)=O)I)=C=O)F (4S)-7-((7-bromo-1-ethyl-6-fluoro-3-iodo-4-carbonyl-4,7,8,9-tetrahydro-1H-cyclopenta[h]quinolin-2-yl)methyl)-4-ethyl-4-hydroxy-1,7-dihydro-3H-pyrano[3,4-c]pyridine-3,8(4H)-dione